1-(difluoromethoxymethoxy)-1,1,2,2-tetrafluoro-2-(trifluoromethoxy)ethane FC(OCOC(C(OC(F)(F)F)(F)F)(F)F)F